C(C)(C)N.C1(=CC=CC=C1)C1(CC(=NO1)C(=O)O)C1=CC=CC=C1 4,5-dihydro-5,5-diphenylisoxazole-3-carboxylic acid isopropylamine salt